tert-butyl (2R,3S,4S)-4-[(tert-butoxycarbonyl)oxy]-2-[(4-methoxyphenyl)methyl]-3-(oxetane-2-carbonyloxy)pyrrolidine-1-carboxylate C(C)(C)(C)OC(=O)O[C@@H]1[C@H]([C@H](N(C1)C(=O)OC(C)(C)C)CC1=CC=C(C=C1)OC)OC(=O)C1OCC1